CN(C(C#CCN1CCC(CC1)[C@H](C(F)(F)F)NC1=CC=C(C=C1)C1=CC2=C(N=CN=C2N2CCOCC2)N1)=O)C (R)-N,N-dimethyl-4-(4-(2,2,2-trifluoro-1-((4-(4-morpholino-7H-pyrrolo[2,3-d]pyrimidin-6-yl)phenyl)amino)ethyl)piperidin-1-yl)but-2-ynamide